CC=1C=2N(C=C(C1)C1=C(C(=NN1)C=1SC(=CN1)C1CCN(CC1)C)CC(F)(F)F)N=CN2 2-(5-(8-methyl-[1,2,4]triazolo[1,5-a]pyridin-6-yl)-4-(2,2,2-trifluoroethyl)-1H-pyrazol-3-yl)-5-(1-methylpiperidin-4-yl)thiazole